(2-((2-((4-(2-amino-7-azaspiro[3.5]nonan-7-yl)-3-methylphenyl)amino)-5-chloropyrimidin-4-yl)amino)phenyl)dimethylphosphine oxide hydrochloric acid salt Cl.NC1CC2(C1)CCN(CC2)C2=C(C=C(C=C2)NC2=NC=C(C(=N2)NC2=C(C=CC=C2)P(C)(C)=O)Cl)C